tert-butyl 4-(5-fluoro-3-methoxy-2-pyridyl)-3,6-dihydro-2H-pyridine-1-carboxylate FC=1C=C(C(=NC1)C=1CCN(CC1)C(=O)OC(C)(C)C)OC